F[C@](C(=O)N1[C@H]([C@H](CCC1)C1=NNC=C1)CO[C@@H]1CC[C@@H](CC1)C(C)C)(CCC)C (S)-2-fluoro-1-((CIS)-2-((((CIS)-4-isopropylcyclohexyl)oxy)methyl)-3-(1H-pyrazol-3-yl)piperidin-1-yl)-2-methylpentan-1-one